ClC1=NN2C=3CCCN(C3C=NC2=C1)C1=CC=C(C=C1)[C@@H](C(F)(F)F)N(C(=O)C1CCC(CC1)C(=O)O)C (1r,4r)-4-{[(1S)-1-(4-{4-chloro-2,3,7,10-tetraazatricyclo[7.4.0.02,6]trideca-1(9),3,5,7-tetraen-10-yl}phenyl)-2,2,2-trifluoroethyl](methyl)carbamoyl}cyclohexane-1-carboxylic acid